5-(4-(difluoromethoxy)phenyl)-N-(6-((2R,6S)-2,6-dimethylmorpholinyl)-3-fluoropyridin-2-yl)pyridazin-3-amine FC(OC1=CC=C(C=C1)C=1C=C(N=NC1)NC1=NC(=CC=C1F)N1C[C@H](O[C@H](C1)C)C)F